C(#N)[C@H](C[C@H]1C(NCC1)=O)NC(C(=CC1CCCCC1)NC(COC1=CC=C(C=C1)OC(F)(F)F)=O)=O (S)-N-((S)-1-cyano-2-((S)-2-oxopyrrolidin-3-yl)ethyl)-3-cyclohexyl-2-(2-(4-(trifluoromethoxy)phenoxy)-acetamido)propenamide